3-(2-Hydroxyethoxy)benzaldehyd OCCOC=1C=C(C=O)C=CC1